3,3'-((piperazine-1,4-diylbis(propane-3,1-diyl))bis(azanediyl))dipropanenitrile N1(CCN(CC1)CCCNCCC#N)CCCNCCC#N